methyl-(6E)-2,6-dimethyl-8-(3-methyl-2-furyl)-2,6-octadiene CCC(=CCC\C(=C\CC=1OC=CC1C)\C)C